2-((3-benzyl-2-oxo-2,3-dihydrobenzo[d]thiazol-6-yl)amino)-5-cyclopropyl-nicotinic acid C(C1=CC=CC=C1)N1C(SC2=C1C=CC(=C2)NC2=C(C(=O)O)C=C(C=N2)C2CC2)=O